(1-(6-fluoro-4-methylpyridin-3-yl)ethyl)-1H-1,2,3-triazole-4-Carboxylic acid ethyl ester C(C)OC(=O)C=1N=NN(C1)C(C)C=1C=NC(=CC1C)F